2-(2,6-dioxopiperidin-3-yl)-5-[2-(3-oxocyclobutyl)ethynyl]isoindole-1,3-dione O=C1NC(CCC1N1C(C2=CC=C(C=C2C1=O)C#CC1CC(C1)=O)=O)=O